tert-butyloxycarbonyl-Valine C(C)(C)(C)OC(=O)N[C@@H](C(C)C)C(=O)O